FC1=C(C=CC(=C1)OC1=CC(=NC=C1)NC=1SC=CN1)NC=1C2=C(N=CN1)NC=C2C2CCN(CC2)C(C=C)=O 1-(4-(4-((2-fluoro-4-((2-(thiazol-2-ylamino)pyridin-4-yl)oxy)phenyl)amino)-7H-pyrrolo[2,3-d]pyrimidin-5-yl)piperidin-1-yl)prop-2-en-1-one